C(C)OC(CC(C=1C=C(C2=C(C=CO2)C1)CO)C1=C(C2=C(N(N=N2)C)C(=C1)C1CC1)C)=O 3-(7-Cyclopropyl-1,4-dimethyl-1H-benzotriazol-5-yl)-3-[7-(hydroxymethyl)-1-benzofuran-5-yl]propionic acid ethyl ester